[Si](C)(C)(C(C)(C)C)OC1CC(C1)N1C(C[C@@H](C1)C1=C(C(=CC=C1OCOCC[Si](C)(C)C)Cl)Cl)=O |r| rac-1-((1r,3r)-3-((tert-butyldimethylsilyl)oxy)cyclobutyl)-4-(2,3-dichloro-6-((2-(trimethylsilyl)ethoxy)methoxy)phenyl)pyrrolidin-2-one